ClC=1C=C(C=CC1Cl)C=1N=C(SC1)SC=1N=NNC1C(=O)OC1CC1 cyclopropyl 4-((4-(3,4-dichlorophenyl) thiazol-2-yl) thio)-1H-1,2,3-triazole-5-carboxylate